3-(4-(tetrahydrofuran-2-yl)-3-(trifluoromethyl)phenyl)-1-((tetrahydrofuran-3-yl)methyl)piperidine O1C(CCC1)C1=C(C=C(C=C1)C1CN(CCC1)CC1COCC1)C(F)(F)F